COC=1C(=C(C=O)C(=CC1)C)[N+](=O)[O-] 3-Methoxy-6-methyl-2-nitrobenzaldehyde